1-(pent-4-yn-1-yl)-1H-pyrazole C(CCC#C)N1N=CC=C1